ClC=1C(=C(C=CC1)N(C1=NC=NC2=CC(=C(C=C12)SC1CN(C1)C(=O)OC(C)(C)C)OC)CC1=CC(=C(C=C1)OC)OC)F tert-butyl 3-((4-((3-chloro-2-fluorophenyl)(3,4-dimethoxybenzyl)amino)-7-meth-oxyquinazolin-6-yl)thio)azetidine-1-carboxylate